3-amino-4-ethyl-N-((1-methyl-1H-pyrazol-4-yl)methyl)benzamide NC=1C=C(C(=O)NCC=2C=NN(C2)C)C=CC1CC